CC1(C(N(C=2C1=NC(=CC2)C)C2=NC=NC=C2C(=O)[O-])([2H])[2H])C 4-(3,3,5-trimethyl-2,3-dihydro-1H-pyrrolo[3,2-b]pyridin-1-yl-2,2-d2)pyrimidine-5-carboxylate